3-dimethylamino-2-(cholest-5-en-3beta-oxybutan-4-oxy)-1-(cis,cis-9,12-octadecadienoxy)propane CN(CC(COCCCCCCCC\C=C/C\C=C/CCCCC)OC(CCC)O[C@@H]1CC2=CC[C@H]3[C@@H]4CC[C@H]([C@@H](CCCC(C)C)C)[C@]4(CC[C@@H]3[C@]2(CC1)C)C)C